C[C@@H](CO)CCC |r| dl-(±)-2-methyl-amyl alcohol